4-((S)-1-((R)-1-((4'-carbamoyl-5-hydroxy-2'-methyl-1,2,3,4,5,6-hexahydro-[1,1'-biphenyl]-3-yl)methyl)pyrrolidin-2-amidyl)ethyl)benzoic acid C(N)(=O)C1=CC(=C(C=C1)C1CC(CC(C1)O)CN1[C@H](CCC1)C(=O)N[C@@H](C)C1=CC=C(C(=O)O)C=C1)C